(S)-3-(1-(tert-Butoxycarbonyl)pyrrolidin-2-yl)-1-methyl-1H-pyrazole-5-carboxylic acid ethyl ester C(C)OC(=O)C1=CC(=NN1C)[C@H]1N(CCC1)C(=O)OC(C)(C)C